C1=CC(=CC(=C1)C(=O)Cl)C(=O)Cl isophthalyl chloride